4-(3-methyl-1,2,4-thiadiazol-5-yloxy)benzonitrile CC1=NSC(=N1)OC1=CC=C(C#N)C=C1